BrC=1C=C2[C@@H](CC3(CCN(CC3)CC(=O)OCC)C2=CC1)OC1=C(C=CC=C1)CC(=O)OCC (R)-ethyl 2-(2-((5-bromo-1'-(2-ethoxy-2-oxoethyl)-2,3-dihydrospiro[indene-1,4'-piperidin]-3-yl)oxy)phenyl)acetate